BrC=1C=C(C(=NC1OC(C)C1=CC(=CC(=C1)F)F)C)N=CN(C)CC N'-{5-bromo-6-[1-(3,5-difluorophenyl)ethoxy]-2-methyl-pyridin-3-yl}-N-ethyl-N-methylimidoformamide